BrC=1C(N(C(N(C1C)CC(=O)[O-])=O)CCCSC)=O [5-bromo-3-(3-methylsulfanyl-propyl) Methyl-2,4-dioxo-3,4-dihydro-2H-pyrimidin-1-yl]-acetate